NC(CC[SiH2]OC(OCC)OCC)C 3-aminobutyl-(diethoxymethoxysilane)